2-amino-6-(4-fluorophenyl)-4-phenylnicotinonitrile NC1=C(C#N)C(=CC(=N1)C1=CC=C(C=C1)F)C1=CC=CC=C1